FC1=C(CN2C(N(C(C3=C2SC(=C3CN(C)C)C3=CC=C(C=C3)[N+](=O)[O-])=O)C3=NC=C(C=C3)OC3COC3)=O)C(=CC=C1)F 1-(2,6-difluorobenzyl)-5-((dimethylamino)methyl)-6-(4-nitrophenyl)-3-(5-(oxetan-3-yloxy)pyridin-2-yl)thieno[2,3-d]pyrimidine-2,4(1H,3H)-dione